1-[3-(fluorodihydroxysilyl)octyl]-fluorosilanol F[Si](C(CC[SiH](O)F)CCCCC)(O)O